FC1=CC=C(OC2=C(C(=O)NC3=CC(NC=C3)=O)C=C(C=C2)C(F)(F)F)C=C1 2-(4-fluorophenoxy)-N-(2-oxo-1,2-dihydropyridin-4-yl)-5-(trifluoromethyl)benzamide